Methyl 7β-methoxymethoxyl-5β-chol-2-enoate COCO[C@@H]1[C@H]2[C@@H]3CC[C@H]([C@@H](CCC(=O)OC)C)[C@]3(CC[C@@H]2[C@]2(CC=CC[C@H]2C1)C)C